8-amino-N-(5-chloro-1,3-thiazol-2-yl)-4,4-dimethyl-4,5-dihydro-1H-pyrazolo[4,3-H]quinazoline-3-carboxamide NC1=NC=2C3=C(C(CC2C=N1)(C)C)C(=NN3)C(=O)NC=3SC(=CN3)Cl